N1=C2C(=NC=C1)NC(=C2)C=O 5H-pyrrolo[2,3-b]pyrazine-6-carbaldehyde